6-(Methoxymethoxy)-8-(4,4,5,5-tetramethyl-1,3,2-dioxaborolan-2-yl)-1-((triisopropylsilyl)ethynyl)-2-naphthonitrile COCOC=1C=C2C=CC(=C(C2=C(C1)B1OC(C(O1)(C)C)(C)C)C#C[Si](C(C)C)(C(C)C)C(C)C)C#N